C(C)OC(CC1CC(C1)(C1=C(C=CC=C1)C(C)C)C(NC=1C(=NC(=CC1)C)OC(F)F)=O)=O.O1C(=NC=C1)SC1CCC(CC1)=O 4-(oxazolylthio)cyclohexanone ethyl-2-(3-((2-(difluoromethoxy)-6-methylpyridin-3-yl)carbamoyl)-3-(2-isopropylphenyl)cyclobutyl)acetate